C1(=C(C=CC=C1)CC=O)C 2-(o-tolyl)acetaldehyde